2-(2-(2-(4-(((6-(5-(((Cyclohexyloxy)carbonyl)amino)-6-methylpyridin-3-yl)benzo[d]thiazol-2-yl)amino)methyl)piperidin-1-yl)ethoxy)ethoxy)acetic acid C1(CCCCC1)OC(=O)NC=1C=C(C=NC1C)C1=CC2=C(N=C(S2)NCC2CCN(CC2)CCOCCOCC(=O)O)C=C1